6-Ethoxy-2-methylpyrimido[5,4-d]pyrimidin-4(3H)-one C(C)OC=1N=CC=2N=C(NC(C2N1)=O)C